C(\C=C(\C)/CCC=C(C)C)(=O)O neroic acid